C1(CC1)NC(=O)C=1N=C(OC1)CCC(=O)O 3-(4-(cyclopropylcarbamoyl)oxazol-2-yl)propanoic acid